C(#N)[C@H]1[C@@H](COCC1)N1N=C(C(=C1)C(=O)N)NC=1C=C(C2=C(C=CB(O2)O)C1)C1CC1 1-[trans-4-cyanotetrahydro-2H-pyran-3-yl]-3-[(8-cyclopropyl-2-hydroxy-1,2-benzoxaborinin-6-yl)amino]pyrazole-4-carboxamide